N-(4-methyl-3-pyridazin-3-ylphenyl)bicyclo[2.2.1]heptane-7-carboxamide CC1=C(C=C(C=C1)NC(=O)C1C2CCC1CC2)C=2N=NC=CC2